8-(1-aminoethyl)-2-(3,3-dimethylpiperidin-1-yl)-3,6-dimethylquinazolin-4(3H)-one NC(C)C=1C=C(C=C2C(N(C(=NC12)N1CC(CCC1)(C)C)C)=O)C